BrC1=CC(=C(C=C1F)CC(=O)NC1=C(C=C(C(=O)OC)C=C1)N[C@@H]1COC[C@@H]1C)F Methyl 4-[[2-(4-bromo-2,5-difluoro-phenyl)acetyl] amino]-3-[[(3S,4R)-4-methyltetrahydrofuran-3-yl]amino]benzoate